NC1=NC(=NC=C1)C=1N=C(SC1)NC=1C=C(C=CC1C)NC(C1=CC=C(C=C1)CN1CCN(CC1)C)=O N-(3-((4-(4-Aminopyrimidin-2-yl)thiazol-2-yl)amino)-4-methylphenyl)-4-((4-methylpiperazin-1-yl)methyl)benzamide